C1(CCCC1)N1C(=CC2=C1N=C(N=C2)NC2=CC=C(C=C2)C=2C=CC=C1C(C=C(OC21)N2CCOCC2)=O)C(=O)N(C)C 7-Cyclopentyl-N,N-dimethyl-2-((4-(2-morpholino-4-oxo-4H-chromen-8-yl)phenyl)amino)-7H-pyrrolo[2,3-d]pyrimidine-6-carboxamide